CCCCC(CC)COS(=O)(=O)O The molecule is an alkyl sulfate that is the mono(2-ethylhexyl) ester of sulfuric acid. It has a role as a surfactant and a carcinogenic agent. It derives from a 2-ethylhexan-1-ol. It is a conjugate acid of a 2-ethylhexyl sulfate(1-).